CN(C1=CC(=CC(=N1)N1CC2(C=3C=NC(=CC31)NC(C)=O)CC2)C)C N-(1'-(6-(dimethylamino)-4-methylpyridin-2-yl)-1',2'-dihydrospiro[cyclopropane-1,3'-pyrrolo[3,2-c]pyridin]-6'-yl)acetamide